(Z)-2-fluoro-3-(isoxazol-5-yl)acrylic acid ethyl ester C(C)OC(/C(=C/C1=CC=NO1)/F)=O